[Na].C(C)O[SiH](C)C ethoxydimethyl-silane sodium salt